ClC1=C(C=CC=C1)NCCC(=O)N(C)C 3-(2-chloro-phenylamino)-N,N-dimethyl-propionamide